tert-butyl (6S)-6-[3-[3-[(7-fluoroimidazo[1,2-a]pyridine-3-carbonyl)amino]-4-methyl-phenyl]-1,2,4-oxadiazol-5-yl]-5-azaspiro[2.4]heptane-5-carboxylate FC1=CC=2N(C=C1)C(=CN2)C(=O)NC=2C=C(C=CC2C)C2=NOC(=N2)[C@H]2N(CC1(CC1)C2)C(=O)OC(C)(C)C